ClC1=CC=2C(=NC=C(C2)C=2C=C(SC2)C(=O)NCC(F)(F)F)N1 4-(2-Chloro-1H-pyrrolo[2,3-b]pyridin-5-yl)-N-(2,2,2-trifluoroethyl)thiophene-2-carboxamide